4-Amino-7-bromo-1-(isoquinolin-4-yl)-2-oxo-1,2-dihydroquinoline-3-carboxylic acid methyl ester COC(=O)C=1C(N(C2=CC(=CC=C2C1N)Br)C1=CN=CC2=CC=CC=C12)=O